C1(=CC=CC=C1)N(C1=CC=C(C=C1)C=1C=CC2=CC3=CC(CC=C3C=C2C1C1=CC=C(C=C1)N(C1=CC=CC=C1)C1=CC=CC=C1)=O)C1=CC=CC=C1 3,4-bis(4-(diphenylamino)phenyl)-7-oxo-7H-anthracene